tributyl-(1-ethoxy)tin C(CCC)[Sn](OCC)(CCCC)CCCC